3-(3-(3-((tert-butyldimethylsilyl)oxy)propoxy)-5-methyl-4-nitro-1H-pyrazol-1-yl)-2-methoxy-6-methylpyridine [Si](C)(C)(C(C)(C)C)OCCCOC1=NN(C(=C1[N+](=O)[O-])C)C=1C(=NC(=CC1)C)OC